5-chloro-1'-{2-[7-chloro-1-(3-hydroxy-3-methylcyclobutyl)-1H-1,3-benzimidazol-5-yloxy]ethyl}spiro[indoline-3,4'-piperidin]-2-one ClC=1C=C2C(=CC1)NC(C21CCN(CC1)CCOC1=CC2=C(N(C=N2)C2CC(C2)(C)O)C(=C1)Cl)=O